FC1=CC=C(C=C1)C1=NOC(=C1)NC(=O)N1N(CCC1)C1=CC=C(C=C1)C(F)(F)F N-(3-(4-fluorophenyl)isoxazol-5-yl)-2-(4-(trifluoromethyl)phenyl)pyrazolidine-1-carboxamide